1,6-hexanediyl bis(3-(3-(2H-benzotriazol-2-yl)-4-hydroxy-5-tert-butylphenyl)propionate) N=1N(N=C2C1C=CC=C2)C=2C=C(C=C(C2O)C(C)(C)C)CCC(=O)OCCCCCCOC(CCC2=CC(=C(C(=C2)C(C)(C)C)O)N2N=C1C(=N2)C=CC=C1)=O